C(C)[C@@H]1N(C2=CC=C(C=C2CC1)C(F)(F)F)S(=O)(=O)C=1C=CC(=C(CO)C1)OCC1CCOCC1 (S)-5-((2-ethyl-6-trifluoromethyl-3,4-dihydroquinolin-1(2H)-yl)sulfonyl)-2-((tetrahydro-2H-pyran-4-yl)methoxy)benzyl alcohol